CCCCCCCCCCCCCCCCCC(=O)OC[C@@]1([C@H]([C@@H]([C@H](O1)CO)O)O)O[C@@H]2[C@@H]([C@H]([C@@H]([C@H](O2)CO)O)O)O Sucrose monostearate